butyl-4-hydroxy-1-n-propyl-pyrazol C(CCC)C1=NN(C=C1O)CCC